O1C(=NCC1)C1=C(C=CC=C1)C=1OCCN1 1,2-bis(2-oxazolin-2-yl)benzene